tert-butyl 3-(2-(tert-butoxy)-2-oxoethyl)-4-oxo-7-((4-(4-((14-(tosyloxy)-3,6,9,12-tetraoxatetradecyl)oxy)phenyl)piperidin-1-yl)sulfonyl)-3,4-dihydroquinazoline-1(2H)-carboxylate C(C)(C)(C)OC(CN1CN(C2=CC(=CC=C2C1=O)S(=O)(=O)N1CCC(CC1)C1=CC=C(C=C1)OCCOCCOCCOCCOCCOS(=O)(=O)C1=CC=C(C)C=C1)C(=O)OC(C)(C)C)=O